COC1CC(C1)NC1=NC(=NN2C1=C(C(=C2)C2=CC=NC=C2)C2=CC=CC=C2)C=2N(C=CN2)C N-((1s,3s)-3-Methoxycyclobutyl)-2-(1-methyl-1H-imidazol-2-yl)-5-phenyl-6-(pyridin-4-yl)pyrrolo[2,1-f][1,2,4]triazin-4-amine